5-hydroxy-furfural OC1=CC=C(C=O)O1